C(=O)O.CCC1(C(=O)NCCOCCN2CCOCC2)CC=C(C=C1)NC=1C=2N(C=CN1)C(=CN2)C=2C(=NN(C2)CCF)C(F)(F)F 1-2-ethyl-4-((3-(1-(2-fluoroethyl)-3-(trifluoromethyl)-1H-pyrazol-4-yl)imidazo[1,2-a]pyrazin-8-yl)amino)-N-(2-(2-morpholinoethoxy)ethyl)benzamide formate